6'-bromo-2,2'-binaphthalene-1,1',3,3',4,4',5,5',6,7,7',8,8'-d13 BrC1=C(C=2C(=C(C(=C(C2C(=C1[2H])[2H])[2H])C1=C(C2=C(C(=C(C(=C2C(=C1[2H])[2H])[2H])[2H])[2H])[2H])[2H])[2H])[2H])[2H]